OC1=C(C=C(C=C1CCCCC)CCCCC)CC(=O)OC methyl 2-(2-hydroxy-3,5-dipentylphenyl)acetate